3-mercaptophenylalanine SC=1C=C(C[C@H](N)C(=O)O)C=CC1